NCC=1C=NC(=NC1)C1=C(C=C(C#N)C=C1)C(=O)C=1OC(=NN1)N1CCOCC1 4-[5-(aminomethyl)pyrimidin-2-yl]-3-(5-morpholin-4-yl-1,3,4-oxadiazole-2-carbonyl)benzonitrile